2-(2-(2-(prop-2-yn-1-yloxy)ethoxy)ethyl)-1H-pyrazole-3-carboxylic acid methyl ester COC(=O)C1N(NC=C1)CCOCCOCC#C